C(C1=CC=CC=C1)N1C[C@H]([C@@H](C1)C=1C(N(C=CC1)C)=O)C#N (3s,4r)-1-benzyl-4-(1-methyl-2-oxo-1,2-dihydropyridin-3-yl)pyrrolidine-3-carbonitrile